CC=1C=C(C=C(C1)C)C1=NOC(=N1)[C@H](C)N1C(OC2=C(C1=O)N=CC=C2OC)=O (S)-3-(1-(3-(3,5-dimethylphenyl)-1,2,4-oxadiazol-5-yl)ethyl)-8-methoxy-2H-pyrido[2,3-e][1,3]oxazine-2,4(3H)-dione